ClC1=CC2=C(N=C(N=C2)NC2=C(C=C(C=C2)S(=O)(=O)NCCOC2CC3(CN(C3)C(=O)OC(C)(C)C)C2)C)N(C1=O)C1CCCC1 tert-butyl 6-[2-[[4-[(6-chloro-8-cyclopentyl-7-oxo-pyrido[2,3-d]pyrimidin-2-yl)amino]-3-methyl-phenyl] sulfonylamino] ethoxy]-2-azaspiro[3.3]heptane-2-carboxylate